vinylsulfonate sodium salt [Na+].C(=C)S(=O)(=O)[O-]